C(C)(C)(C)C1=CC(=C(C=C1)C=1NC2=CC=C(C=C2C(C1COC)=O)F)C 2-(4-tert-butyl-2-methyl-phenyl)-6-fluoro-3-(methoxymethyl)-1H-quinolin-4-one